N1CC(C1)C1=C(N=C(S1)N(C=1N=NC(=C(C1)C)\N=C\1/SC2=C(N1COCC[Si](C)(C)C)C=CC=C2)C)C(=O)OCC Ethyl 5-(azetidin-3-yl)-2-[methyl(5-methyl-6-{[(2Z)-3-{[2-(trimethylsilyl)ethoxy]methyl}-2,3-dihydro-1,3-benzothiazol-2-ylidene]amino}pyridazin-3-yl)amino]-1,3-thiazole-4-carboxylate